[(3Z)-3-[[4-[(Z)-[7,7-dimethyl-2-oxo-1-(sulfomethyl)-3-bicyclo[2.2.1]heptanylidene]methyl]phenyl]methylidene]-7,7-dimethyl-2-oxo-1-bicyclo[2.2.1]heptanyl]methanesulfonic acid CC1(C2(C(\C(\C1CC2)=C/C2=CC=C(C=C2)\C=C\2/C(C1(CCC2C1(C)C)CS(=O)(=O)O)=O)=O)CS(=O)(=O)O)C